NC=1C=C(C=CC1)SC(C(=O)OC(C)(C)C)[C@@H]1CN(CC1)C(=O)OC(C)(C)C tert-Butyl (3S)-3-[1-(3-aminophenyl)sulfanyl-2-tert-butoxy-2-oxo-ethyl]pyrrolidine-1-carboxylate